FC=1C=C2C3=C(C(N(C2=C(C1)N)C)C)N(C(=N3)C)C 8-fluoro-2,3,4,5-tetramethyl-4,5-dihydro-3H-imidazo[4,5-c]quinolin-6-amine